3H-imidazo[4,5-b]pyridin-2-amine Monohydrate O.N1=C(NC2=NC=CC=C21)N